(4-(3-(aminomethyl)phenyl)piperidin-1-yl)(3-(1-hydroxy-1,3-dihydrobenzo[c][1,2]oxaborol-5-yl)phenyl)methanone NCC=1C=C(C=CC1)C1CCN(CC1)C(=O)C1=CC(=CC=C1)C1=CC2=C(B(OC2)O)C=C1